COCC(=O)NC1=CC=CC=C1 methoxy-N-phenylacetamide